6-(Azetidin-1-yl)-N-(2,2-dimethyl-3,4-dihydro-2H-1-benzopyran-8-sulfonyl)-4-fluoro-1-benzofuran-2-carboxamide N1(CCC1)C1=CC2=C(C=C(O2)C(=O)NS(=O)(=O)C2=CC=CC=3CCC(OC32)(C)C)C(=C1)F